C(COCCOCCOCCOCCOCCOCCC)O 3,6,9,12,15,18-hexaoxahenicosan-1-ol